(3S,7aR,9S,11aR)-9-[bis[4-(trifluoromethyl)phenyl]methoxy]-3-isopropyl-3,6,7,7a,8,9,10,11-octahydro-2H-oxazolo[2,3-j]quinolin-5-one FC(C1=CC=C(C=C1)C(O[C@@H]1C[C@H]2CCC(N3[C@]2(CC1)OC[C@@H]3C(C)C)=O)C3=CC=C(C=C3)C(F)(F)F)(F)F